8-(4-(bis(4-fluorophenyl)methyl)-2-(hydroxymethyl)piperazin-1-yl)-5-methyl-6-oxo-5,6-dihydro-1,5-naphthyridine-2-carbonitrile FC1=CC=C(C=C1)C(N1CC(N(CC1)C1=CC(N(C=2C=CC(=NC12)C#N)C)=O)CO)C1=CC=C(C=C1)F